ClC/C=C/C(=O)NC1=C(C=C(C=C1F)C(=O)C1=CC=C2C(=CC=CN12)C1=CC2=C(N(C(=N2)CC)C)C=C1C(F)(F)F)F (E)-4-chloro-N-(4-(8-(2-ethyl-1-methyl-6-(trifluoromethyl)-1H-benzo[d]imidazol-5-yl)indolizine-3-carbonyl)-2,6-difluorophenyl)but-2-enamide